NC(C([C@H](CC1=CC=CC=C1)NC(=O)C1=C(C=NN1C1=CC=CC=C1)C)=O)=O (S)-N-(4-AMINO-3,4-DIOXO-1-PHENYLBUTAN-2-YL)-4-METHYL-1-PHENYL-1H-PYRAZOLE-5-CARBOXAMIDE